CC=1N=CN(C1)C=1C=C(C=C(C1)C(F)(F)F)NC(C1=CC=C(C=C1)CN1CCOCC1)=O N-(3-(4-methyl-1H-imidazol-1-yl)-5-(trifluoromethyl)phenyl)-4-(morpholinomethyl)benzamide